FC1=CC(=C(C=C1C=1CN(CC1)C(=O)C1=NC=CN=C1)NC(=O)C1=CNC(C=C1C(F)(F)F)=O)N1C[C@H](N([C@H](C1)C)C)C N-[4-fluoro-5-[1-(pyrazine-2-carbonyl)-2,5-dihydropyrrol-3-yl]-2-[(3R,5S)-3,4,5-trimethylpiperazin-1-yl]phenyl]-6-oxo-4-(trifluoromethyl)-1H-pyridine-3-carboxamide